6-chloro-8-cyclopropoxy-7-(5-methyl-1H-indazol-4-yl)-2-(((S)-1-methylpyrrolidin-2-yl)methoxy)quinazoline ClC=1C=C2C=NC(=NC2=C(C1C1=C2C=NNC2=CC=C1C)OC1CC1)OC[C@H]1N(CCC1)C